NC1(CCN(CC1)C1(C=C2C(=NC(S2)C)C=C1)C1=NNC=C1)C1=C(C=C(C=C1)F)F 6-(4-amino-4-(2,4-difluorophenyl)piperidin-1-yl)-3-(2-methylbenzo[d]thiazol-6-yl)-1H-pyrazole